3-(4-chlorophenyl)-4-ethyl-1H-pyrazol-5-amine ClC1=CC=C(C=C1)C1=NNC(=C1CC)N